N-(3-(4,4-difluoro-3,3-dimethylbut-1-yn-1-yl)-5-fluorophenyl)-N-(2,2-difluoroethyl)-7,9-difluoro-[1,2,4]triazolo[4,3-a]quinazolin-5-amine FC(C(C#CC=1C=C(C=C(C1)F)N(C1=NC=2N(C3=C(C=C(C=C13)F)F)C=NN2)CC(F)F)(C)C)F